8-bromo-6-fluoro-2H-isoquinolin-1-one BrC=1C=C(C=C2C=CNC(C12)=O)F